2-benzoyloxy-6-octyl-4,8-dioxo-1,3,6,2-dioxazastannocan C(C1=CC=CC=C1)(=O)O[SnH]1OC(CN(CC(O1)=O)CCCCCCCC)=O